ClC=1C=CC(=NC1)N1N=CC(=C1)NC=1C(=NC=CC1)C(=NO)N ((1-(5-Chloropyridin-2-yl)-1H-pyrazol-4-yl)amino)-N'-hydroxypyridineformamidine